C(C)(C)OCCNC1=NC(=NC2=CC(=C(C=C12)OC)C#CCN1CCCC1)N1CCCC1 N-(2-isopropoxyethyl)-6-methoxy-2-(pyrrolidin-1-yl)-7-(3-(pyrrolidin-1-yl)prop-1-yn-1-yl)quinazolin-4-amine